1,3-bis(4-aminophenoxy)-5-(2-phenylethynyl)benzene NC1=CC=C(OC2=CC(=CC(=C2)C#CC2=CC=CC=C2)OC2=CC=C(C=C2)N)C=C1